7-nitro-3,4-dihydropyrido[3,2-f][1,4]oxazepine-5(2H)-thione [N+](=O)([O-])C1=CC=2C(NCCOC2N=C1)=S